tert-butyl N-[4-({2-[(2R,6S)-2,6-dimethylmorpholin-4-yl]pyridin-4-yl}oxy)-2-fluorophenyl]carbamate C[C@@H]1CN(C[C@@H](O1)C)C1=NC=CC(=C1)OC1=CC(=C(C=C1)NC(OC(C)(C)C)=O)F